FC(C1=NN=C(O1)C=1C=CC(=C(C(=O)OC)C1)C)F methyl 5-(5-(difluoromethyl)-1,3,4-oxadiazol-2-yl)-2-methylbenzoate